CSC1=NC2CCC1C2 3-(Methylthio)-2-azabicyclo[2.2.1]hept-2-ene